C1(CC1)CN1C=NC=2N(C(N(C(C12)=O)CC1(CCC(CC1)O)C(F)(F)F)=O)C 7-(cyclopropylmethyl)-1-(((1R,4R)-4-hydroxy-(trifluoromethyl)cyclohexyl)methyl)-3-methyl-1H-purine-2,6(3H,7H)-dione